3-((2-amino-7-(1H-pyrazol-5-yl)quinazolin-4-yl)amino)butan-1-ol NC1=NC2=CC(=CC=C2C(=N1)NC(CCO)C)C1=CC=NN1